C(C1=CC=CC=C1)N1CC[C@@H](CCC1)C=1C=C2CN(C(C2=CC1)=O)[C@@H]1C(NC(CC1)=O)=O (S)-3-(5-((R)-1-benzyl-azepan-4-yl)-1-oxo-isoindolin-2-yl)piperidine-2,6-dione